1-[(4-vinylphenyl)methyl]-3-butyl-imidazolium chloride salt [Cl-].C(=C)C1=CC=C(C=C1)CN1C=[N+](C=C1)CCCC